[W].[Zn].[Co] cobalt-zinc-tungsten